ethyl 5-((tert-butyldimethylsilyl)oxy)-2-formylbenzofuran-3-carboxylate [Si](C)(C)(C(C)(C)C)OC=1C=CC2=C(C(=C(O2)C=O)C(=O)OCC)C1